FC(C(C(=O)N1CC=2C3=C(N(N=C3CC1)C1=NNC=C1)N=C(C2)N2[C@@H](COCC2)C)C)(F)F 3,3,3-trifluoro-2-methyl-1-(4-((R)-3-methylmorpholinyl)-2-(1H-pyrazol-3-yl)-2,6,8,9-tetrahydro-7H-1,2,3,7-tetraazabenzo[cd]azulen-7-yl)propan-1-one